2-(hydroxymethyl)cyclohex-2-en-1-one methyl-(2R,4S,5R,6R)-6-((1R,2R)-3-amino-1,2-dihydroxypropyl)-4-hydroxy-5-(2-hydroxyacetamido)-2-(p-tolylthio)tetrahydro-2H-pyran-2-carboxylate COC(=O)[C@]1(O[C@H]([C@@H]([C@H](C1)O)NC(CO)=O)[C@@H]([C@@H](CN)O)O)SC1=CC=C(C=C1)C.OCC=1C(CCCC1)=O